Farnesylhydroxybenzoic acid C(C=C(C)CCC=C(C)CCC=C(C)C)C=1C(=C(C(=O)O)C=CC1)O